ClC=1C=2C(N=C3N(C2C=CC1)C1=CC(=CC=C1C3(C)C)N3CCN(CC3)CC3=NC=C(C=N3)N3CCC(CC3)C3=CC(=C(C(=C3)F)C3C(NC(CC3)=O)=O)F)=O 3-(4-(1-(2-((4-(4-chloro-7,7-dimethyl-5-oxo-5,7-dihydroindolo[1,2-a]quinazolin-10-yl)piperazin-1-yl)methyl)pyrimidin-5-yl)piperidin-4-yl)-2,6-difluorophenyl)piperidine-2,6-dione